N-(cyclopropylsulfonyl)-5-azaspiro[2.4]heptane-6-carboxamide hydrochloride Cl.C1(CC1)S(=O)(=O)NC(=O)C1NCC2(CC2)C1